C(C1=CC=CC=C1)OC(=O)N[C@H](C(=O)O)CC1=CC=CC2=CC=CC=C12 (S)-2-(((benzyloxy)carbonyl)amino)-3-(naphthalen-1-yl)propanoic acid